2-nitro-3-bromo-5-chloropyridine [N+](=O)([O-])C1=NC=C(C=C1Br)Cl